2-[1-(4-amino-2,6-difluoro-phenyl)-4-hydroxy-4-piperidinyl]acetic acid tert-butyl ester C(C)(C)(C)OC(CC1(CCN(CC1)C1=C(C=C(C=C1F)N)F)O)=O